N-[(1S)-2-[2-(3-amino-3-oxo-propyl)-2-[(2R)-2-chloro-2-fluoro-acetyl]hydrazino]-1-(cyclohexylmethyl)-2-oxo-ethyl]-1H-indole-2-carboxamide NC(CCN(NC([C@H](CC1CCCCC1)NC(=O)C=1NC2=CC=CC=C2C1)=O)C([C@H](F)Cl)=O)=O